(S)-4-(1-(3-(difluoromethyl)-1-methyl-5-(3-(pentafluoro-λ6-sulfanyl)phenoxy)-1H-pyrazole-4-carboxamido)ethyl)benzoate FC(C1=NN(C(=C1C(=O)N[C@@H](C)C1=CC=C(C(=O)[O-])C=C1)OC1=CC(=CC=C1)S(F)(F)(F)(F)F)C)F